OCCN(CCO)CCCCCCO[Si](OC(OCCCCCCCCCCCCCCCC)CCCCCCCCCCCCCCC)(C)C 3-(2-hydroxyethyl)-11,11-dimethyl-13-pentadecyl-10,12,14-trioxa-3-aza-11-silatriacontan-1-ol